methyl 4-((1H-indol-7-yl) oxy)-2-chlorobenzoate N1C=CC2=CC=CC(=C12)OC1=CC(=C(C(=O)OC)C=C1)Cl